5-chloro-2-(difluoromethyl)-N-((1r,4r)-4-((3-(3-methyl-1H-indazol-6-yl)-2-oxo-2,3-dihydro-1H-imidazo[4,5-b]pyridin-1-yl)methyl)cyclohexyl)nicotinamide ClC=1C=NC(=C(C(=O)NC2CCC(CC2)CN2C(N(C3=NC=CC=C32)C3=CC=C2C(=NNC2=C3)C)=O)C1)C(F)F